BrCC=1C2=C(SC1)C(=CC=C2)[N+](=O)[O-] 3-(bromomethyl)-7-nitrobenzo[b]thiophene